[Si](C)(C)(C(C)(C)C)OCCC#CN(C(OC(C)(C)C)=O)C1=NC2=C(OCC(N2COCC[Si](C)(C)C)=O)N=C1 tert-Butyl N-[4-[tert-butyl(dimethyl)silyl]oxybut-1-ynyl]-N-[3-oxo-4-(2-trimethylsilylethoxymethyl)pyrazino[2,3-b][1,4]oxazin-6-yl]carbamate